C(C)(C)(C)OC(=O)N[C@@H](C)C(=O)OC1CCN(CCC1)CC(F)(F)F 1-(2,2,2-Trifluoroethyl)azepan-4-yl (tert-butoxycarbonyl)-L-alaninate